C1(CC1)N1C2=C(N=C(C3=C1C=CC=C3)N3CC(NCC3)C)C=CC=C2 5-cyclopropyl-11-(3-methylpiperazin-1-yl)-5H-dibenzo[b,e][1,4]diazepine